O=C1NC(CCC1N1C(C2=CC3=C(CC4C(NC(C4C3)=O)=O)C=C2C1=O)=O)=O 2-(2,6-dioxopiperidin-3-yl)-5a,6,7,8,8a,9-hexahydroisoindolo[5,6-f]isoindole-1,3(2H,5H)-dionedione